NC=1C2=C(N=C(N1)C)N(C=C2C=2C(=C1CCN(C1=CC2)C(C(C2=CC=CC=C2)O)=O)F)C 1-(5-(4-amino-2,7-dimethyl-7H-pyrrolo[2,3-d]pyrimidin-5-yl)-4-fluoroindolin-1-yl)-2-hydroxy-2-phenylethanone